FC1=CC(=CC=2C=COC21)C=2C(=NC(=CN2)CCCOC)N2CCC(CC2)C(=O)OCC Ethyl 1-(3-(7-fluorobenzofuran-5-yl)-6-(3-methoxypropyl)pyrazin-2-yl)piperidine-4-carboxylate